(S)-5-methoxy-N-(1-(2-morpholino-6-((2-oxo-2,3-dihydrobenzo[d]oxazol-6-yl)amino)pyrimidin-4-yl)ethyl)picolinamide COC=1C=CC(=NC1)C(=O)N[C@@H](C)C1=NC(=NC(=C1)NC1=CC2=C(NC(O2)=O)C=C1)N1CCOCC1